(3-chloro-6-(4-fluoro-2-(1-isopropyl-1H-pyrazol-5-yl)phenoxy)-1,2,4-triazin-5-yl)-2,7-diazaspiro[3.5]Nonane-7-carboxylic acid tert-butyl ester C(C)(C)(C)OC(=O)N1CCC2(CNC2C=2N=C(N=NC2OC2=C(C=C(C=C2)F)C2=CC=NN2C(C)C)Cl)CC1